OC1=C2C(C=C(OC2=CC(=C1OC)O)C1=CC=CC=C1)=O 5,7-Dihydroxy-6-methoxyflavone